(6S,8S)-7,7-dimethyl-3-(thiophen-2-yl)-5,6,7,8-tetrahydro-6,8-methyleneisoquinoline-3-carboxylic acid methyl ester COC(=O)C1(NC=C2[C@@H]3C([C@H](CC2=C1)C3)(C)C)C=3SC=CC3